3-cyano-propionamide C(#N)CCC(=O)N